OC1(CCC1)C(=O)N1CC2(CC2)C[C@H]1C(=O)N[C@@H](C[C@H]1C(NCC1)=O)C(COC(F)(F)F)=O (S)-5-(1-hydroxycyclobutane-1-carbonyl)-N-((S)-3-oxo-1-((S)-2-oxo-pyrrolidin-3-yl)-4-(trifluoromethoxy)butan-2-yl)-5-azaspiro[2.4]heptane-6-carboxamide